2,2,2-trifluoro-1-[(2R)-2-(hydroxymethyl)pyrrolidin-1-yl]ethanone FC(C(=O)N1[C@H](CCC1)CO)(F)F